((4-bromobenzyl)oxy)-5-methoxybenzaldehyde BrC1=CC=C(COC2=C(C=O)C=C(C=C2)OC)C=C1